NC1=NN(C(=C1)C1=CC(=C(C#N)C=C1)F)C1=CC=NC=C1 4-(3-amino-1-(pyridin-4-yl)-1H-pyrazol-5-yl)-2-fluorobenzonitrile